tert-butyl (4-(5,5-dimethyl-1,3,2-dioxaborolan-2-yl)-5-fluorobenzo[b]thiophene-2-yl)carbamate CC1(COB(O1)C1=C(C=CC=2SC(=CC21)NC(OC(C)(C)C)=O)F)C